C(C)(C)C1CCC(C2=CC3=CC=CC=C3N=C12)C 4-isopropyl-1-methyl-1,2,3,4-tetrahydroacridine